O1CC(CC1)COC(C(CC)SC1=C(C=C(C(=C1)N1C(N(C(=C(C1=O)C)C(F)(F)F)C)=O)F)Cl)=O tetrahydrofuran-3-ylmethyl-2-({2-chloro-4-fluoro-5-[3,5-dimethyl-2,6-dioxo-4-(trifluoromethyl)-3,6-dihydropyrimidin-1(2H)-yl]phenyl}sulfanyl)butanoate